ammonium methyl 5-(7-chloro-8-{[(1R)-1-(5-cyano-2-fluorophenyl)ethyl]amino}-3-fluoro-6-methyl-1,5-naphthyridin-2-yl)pyridin-2-ylphosphonate ClC1=C(N=C2C=C(C(=NC2=C1N[C@H](C)C1=C(C=CC(=C1)C#N)F)C=1C=CC(=NC1)P(OC)([O-])=O)F)C.[NH4+]